(2-bromoethyl)-5H-pyrrolo[3,2-d]pyrimidine-6-carboxylic acid ethyl ester C(C)OC(=O)C1=CC=2N=C(N=CC2N1)CCBr